(S)-2-((2-((R)-4-(cyanomethyl)-2-carbonyloxazolidin-3-yl)-5,6-dihydrobenzo[f]imidazo[1,2-d][1,4]oxazepin-9-yl)amino)-3-methoxypropionamide C(#N)C[C@H]1N(C(OC1)=C=O)C=1N=C2N(CCOC3=C2C=CC(=C3)N[C@H](C(=O)N)COC)C1